N-[4-(difluoromethoxy)-2,5-difluorophenyl]-5-(1,2-thiazol-3-yl)-1H-pyrrole-3-sulfonamide FC(OC1=CC(=C(C=C1F)NS(=O)(=O)C1=CNC(=C1)C1=NSC=C1)F)F